C(CCC=CCCCCCCCC)O 4-TRIDECEN-1-OL